C(C)(C)(C)OC(C(CC(CO)(C)O)N=C(C1=CC=CC=C1)C1=CC=CC=C1)=O 2-(diphenylmethylene)amino-4,5-dihydroxy-4-methylpentanoic acid tert-butyl ester